N-[3-(1,1-difluoropropyl)phenyl]-1-(4-methoxy-3-phenyl-phenyl)-3-methyl-5-oxo-4H-pyrazole-4-carboxamide FC(CC)(F)C=1C=C(C=CC1)NC(=O)C1C(=NN(C1=O)C1=CC(=C(C=C1)OC)C1=CC=CC=C1)C